methyl 3-amino-4-chloro-6-cyclopropylpyridine-2-carboxylate NC=1C(=NC(=CC1Cl)C1CC1)C(=O)OC